ClC1=CC=C(C=C1)C1=CC(=NC=2N1N=C(C2)C2=C(C=C(C=C2)N2C[C@H](CC2)C(=O)O)F)C(=O)N2[C@@H](C1=CC=CC=C1CC2)C (3S)-1-{4-[7-(4-chlorophenyl)-5-[(1R)-1-methyl-1,2,3,4-tetrahydroisoquinoline-2-carbonyl]pyrazolo[1,5-a]pyrimidin-2-yl]-3-fluorophenyl}pyrrolidine-3-carboxylic acid